tert-butyl (R)-1-(((S)-tert-butylsulfinyl)amino)-7-fluoro-1,3-dihydrospiro[indene-2,4'-piperidine]-1'-carboxylate C(C)(C)(C)[S@](=O)N[C@H]1C2=C(C=CC=C2CC12CCN(CC2)C(=O)OC(C)(C)C)F